2-((benzyloxycarbonylamino) methylcarbamoyl)-4-methylpentanoate C(C1=CC=CC=C1)OC(=O)NCNC(=O)C(C(=O)[O-])CC(C)C